7-(dimethylamino)-5-methyl-3-[[3-[rac-(3R,5R)-5-(4-chlorophenyl)tetrahydro-furan-3-yl]-1,2,4-oxadiazol-5-yl]methyl]imidazo[5,1-f][1,2,4]triazin-4-one CN(C1=NC(=C2C(N(C=NN21)CC2=NC(=NO2)[C@@H]2CO[C@H](C2)C2=CC=C(C=C2)Cl)=O)C)C |r|